C(C)(C)(C)OC(=O)N1CC2(C1)CC(C(CC2)OC2=NC(=C(C=C2)C(F)(F)F)C)C (6x-r,7x-r)-6-methyl-7-((6-methyl-5-(trifluoromethyl)pyridin-2-yl)oxy)-2-azaspiro[3.5]Nonane-2-carboxylic acid tert-butyl ester